ClC=1C=C2C(=NC1)NC=C2C2=CC=C(C(=N2)C(F)F)OC[C@](CC(C)C)(N)C (S)-1-{[6-(5-chloro-1H-pyrrolo[2,3-b]pyridin-3-yl)-2-(difluoromethyl)pyridin-3-yl]oxy}-2,4-dimethylpentane-2-amine